C(CCCCC)(O)O (3R,4R)-hexanediol